6,7-Dimethoxy-1,4-dihydro-3H-isochromen-3-one COC=1C=C2CC(OCC2=CC1OC)=O